methanone-d C(=O)[2H]